2-(7-fluoro-9H-carbazol-2-yl)-N-(4-hydroxybenzyl)acetamide FC1=CC=C2C=3C=CC(=CC3NC2=C1)CC(=O)NCC1=CC=C(C=C1)O